Cl.NC1=NC=2C=CC=CC2C2=C1N=C(N2CCCCNC2CS(C2)(=O)=O)CCOC 3-((4-(4-amino-2-(2-methoxyethyl)-1H-imidazo[4,5-c]quinolin-1-yl)butyl)amino)thietane 1,1-dioxide hydrochloride